FC=1C=C(C=CC1)[C@H]([C@@H](C(C)C)O)O 1-(3-fluorophenyl)-3-methyl-(R,R)-1,2-butanediol